N1C=C(C2=CC=CC=C12)C1=NC(=NC=C1C(F)(F)F)NC1C2CNC1CC2 N-[4-(1H-indol-3-yl)-5-(trifluoromethyl)pyrimidin-2-yl]-3-azabicyclo[2.2.1]heptan-7-amine